F[C@H]1NCCC1 (2r,7as)-2-fluorotetrahydro-1H-pyrrol